CC=1N=C2N(C=C(C=C2C)C=2N=NC3=C(N2)C=CC(=C3)C3CCNCC3)C1 3-(2,8-dimethylimidazo[1,2-a]pyridin-6-yl)-7-(piperidin-4-yl)-1,2,4-benzotriazine